(S)-1-(3-(methylsulfonyl)phenoxy)-3-((R)-8-(quinolin-3-ylsulfonyl)-1-oxa-8-azaspiro[4.5]decan-3-ylamino)propan-2-ol CS(=O)(=O)C=1C=C(OC[C@H](CN[C@H]2COC3(C2)CCN(CC3)S(=O)(=O)C=3C=NC2=CC=CC=C2C3)O)C=CC1